C(C)(C)[Si](C(C)C)(C(C)C)N1C=CCC1 (Triisopropylsilyl)pyrrolin